1-chloro-4-(β-D-glucopyranos-1-yl)-2-[4-((S)-tetrahydrofuran-3-yloxy)-benzyl]benzene ClC1=C(C=C(C=C1)[C@]1(O)[C@H](O)[C@@H](O)[C@H](O)[C@H](O1)CO)CC1=CC=C(C=C1)O[C@@H]1COCC1